(6-((2-((2-methoxy-5-(1-methyl-1H-pyrazol-4-yl)-4-(4-morpholino-piperidin-1-yl)phenyl)amino)-7H-pyrrolo[2,3-d]pyrimidin-4-yl)amino)quinoxalin-5-yl)dimethyl-phosphine oxide COC1=C(C=C(C(=C1)N1CCC(CC1)N1CCOCC1)C=1C=NN(C1)C)NC=1N=C(C2=C(N1)NC=C2)NC=2C(=C1N=CC=NC1=CC2)P(C)(C)=O